FC1=C(C=C(C=C1)C)C=1C2=C(N(N1)C)CN(C2)C(=O)OC(C)(C)C tert-butyl 3-(2-fluoro-5-methylphenyl)-1-methyl-4,6-dihydropyrrolo[3,4-c]pyrazole-5(1H)-carboxylate